4-(2-tert-butyl-1,2,4-triazol-3-yl)benzoic acid C(C)(C)(C)N1N=CN=C1C1=CC=C(C(=O)O)C=C1